N-cyclohexyl-2-hydroxy-1,3-dioxo-4H-isoquinoline-4-carboxamide C1(CCCCC1)NC(=O)C1C(N(C(C2=CC=CC=C12)=O)O)=O